6-bromo-4-chloro-1-methyl-2-(tetrahydro-2H-pyran-4-yl)-1H-benzo[d]imidazole BrC=1C=C(C2=C(N(C(=N2)C2CCOCC2)C)C1)Cl